(6R,9R)-1,3,6-Tribenzyl-N-(naphthalen-2-ylmethyl)-2,4,7-trioxo-1,2,3,4,6,7,9,10,11,12-decahydropyrido[2',1':3,4]pyrazino[1,2-a][1,3,5]triazine-9-carboxamide C(C1=CC=CC=C1)N1C=2N(C(N(C1=O)CC1=CC=CC=C1)=O)[C@@H](C(N1C2CCC[C@@H]1C(=O)NCC1=CC2=CC=CC=C2C=C1)=O)CC1=CC=CC=C1